6-chloro-N-[1-(2-fluoroethyl)-5-methyl-1H-pyrazol-4-yl]-7-[4-(3-methyloxetan-3-yl)piperazin-1-yl]quinazolin-2-amine ClC=1C=C2C=NC(=NC2=CC1N1CCN(CC1)C1(COC1)C)NC=1C=NN(C1C)CCF